[Si](C)(C)(C(C)(C)C)OC1C2=C(C(=C=C=C2C1(F)F)OC=1C=C(C(=O)N)C=C(C1)F)C 3-{7-[tert-butyldimethylsilyloxy]-8,8-difluoro-5-methylbicyclo[4.2.0]oct-1,3,5-triene-2-enyloxy}-5-fluorobenzamide